C1(CCC2=CC=C(C=C12)N)N dihydro-1H-indene-1,6-diamine